B(C1=CC(=CC=C1)S(=O)(=O)N(CC2=CC=C(C=C2)OC)C(C)C)(O)O 3-(N-ISOPROPYL-N-(4-METHOXYBENZYL)SULFAMOYL)PHENYLBORONIC ACID